2-chloro-5-(chloromethyl)-4-methoxypyridine ClC1=NC=C(C(=C1)OC)CCl